CC1=C(C=CC=2C(NCCOC21)=O)C2=NNC1=NC=C(C=C12)C=1C=CC2=C(CCC(CC2)N2[C@@H](CCC2)C)C1 9-Methyl-8-(5-{7-[(2R)-2-methylpyrrolidin-1-yl]-6,7,8,9-tetrahydro-5H-benzo[7]annulen-2-yl}-1H-pyrazolo[3,4-b]pyridin-3-yl)-2,3,4,5-tetrahydro-1,4-benzoxazepin-5-one